BrC1=C(C(=CC=C1)F)N1CCC(CC1)N1C(N(C=2C([C@H]1C)=CN(N2)C)CC2=C(C=CC=C2)C2CC2)=O (R)-5-[1-(2-bromo-6-fluoro-phenyl)-piperidin-4-yl]-7-(2-cyclopropyl-benzyl)-2,4-dimethyl-2,4,5,7-tetrahydro-pyrazolo[3,4-d]pyrimidin-6-one